(R*)-6-(cyclopropanecarboxamido)-4-((4-methoxy-1-methyl-5-(2,2,2-trifluoro-1-methoxyethyl)-1H-indazol-3-yl)amino)-N-(methyl-d3)pyridazine-3-carboxamide C1(CC1)C(=O)NC1=CC(=C(N=N1)C(=O)NC([2H])([2H])[2H])NC1=NN(C2=CC=C(C(=C12)OC)[C@H](C(F)(F)F)OC)C |o1:31|